6-ethoxy-4-(6-(4-hydroxy-4-(pyridin-2-ylmethyl)piperidin-1-yl)pyridin-3-yl)pyrazolo[1,5-a]pyridine-3-carbonitrile C(C)OC=1C=C(C=2N(C1)N=CC2C#N)C=2C=NC(=CC2)N2CCC(CC2)(CC2=NC=CC=C2)O